N=1C=CN2C1N=CC(=C2)C2=CNC=1N=C(N=CC12)NC1CCC(CC1)NC(C)=O N-((1s,4s)-4-((5-(imidazo[1,2-a]pyrimidin-6-yl)-7H-pyrrolo[2,3-d]pyrimidin-2-yl)amino)cyclohexyl)acetamide